2-[(5,5,5-trifluoropentyl)carbamoyl]piperidine-1-carboxylate FC(CCCCNC(=O)C1N(CCCC1)C(=O)[O-])(F)F